C(C)(C)(C)OC(C(CC1CCC1)N1OCN(OC1)C1=C(C=CC(=C1)Cl)N1N=NN=C1)=O 2-(4-(5-Chloro-2-(1H-tetrazol-1-yl)phenyl)-2,5-dioxapiperazin-1-yl)-3-cyclobutyl-propionic acid tert-butyl ester